(3S)-1-[3-[6-(6-Oxa-2-azaspiro[3.4]octan-2-yl)-3-pyridyl]azetidine-1-carbonyl]pyrrolidine-3-carboxamide C1N(CC12COCC2)C2=CC=C(C=N2)C2CN(C2)C(=O)N2C[C@H](CC2)C(=O)N